pyridyl-(pyridine) N1=C(C=CC=C1)C1=NC=CC=C1